3-((4-(4-methyl-4H-1,2,4-triazole-3-yl)piperidine-1-yl)sulfonyl)aniline CN1C(=NN=C1)C1CCN(CC1)S(=O)(=O)C=1C=C(N)C=CC1